4-(4-{5-[5-Fluoro-6-(2-methoxyethoxy)-1H-indazol-3-yl]-1,2-oxazol-3-yl}benzoyl)-1-imino-1λ6-thiomorpholin-1-one FC=1C=C2C(=NNC2=CC1OCCOC)C1=CC(=NO1)C1=CC=C(C(=O)N2CCS(CC2)(=O)=N)C=C1